CN1N=C(C=C1)NS(=O)(=O)C1=CC2=NC(C(N=C2C=C1)=O)=O N-(1-methylpyrazol-3-yl)-2,3-dioxo-quinoxaline-6-sulfonamide